5-(3-(1-(3,4-difluorobenzyl)-1H-pyrazol-4-yl)-2-fluoro-6-hydroxyphenyl)-1,2,5-thiadiazolidin-3-one 1,1-dioxide FC=1C=C(CN2N=CC(=C2)C=2C(=C(C(=CC2)O)N2CC(NS2(=O)=O)=O)F)C=CC1F